C[C@@]12C(CC[C@H]1[C@@H]1CCC=3C=CC=CC3[C@H]1CC2)=O Estra-1,3,5(10)-trien-17-one